BrC=1C=C(C=CC1F)NC(=NO)C1=NON=C1SCC(N1CCCC1)=O N-(3-bromo-4-fluorophenyl)-N'-hydroxy-4-[(2-oxo-2-pyrrolidin-1-ylethyl)sulfanyl]-1,2,5-oxadiazole-3-carboximidamide